1-(4-(7-(benzyloxy)-3-(2-fluorophenyl)isochroman-4-yl)phenyl)-4-(dimethoxymethyl)piperidine C(C1=CC=CC=C1)OC1=CC=C2C(C(OCC2=C1)C1=C(C=CC=C1)F)C1=CC=C(C=C1)N1CCC(CC1)C(OC)OC